NC([C@H](C[C@H]1C(NCC1)=O)NC(=O)[C@@H]1[C@H]2C([C@H]2CN1C(CN(C(C)C)C(C)C)=O)(C)C)=O (1R,2S,5S)-N-((S)-1-amino-1-oxo-3-((S)-2-oxopyrrolidin-3-yl)propan-2-yl)-3-(2-(diisopropylamino)acetyl)-6,6-dimethyl-3-azabicyclo[3.1.0]hexane-2-carboxamide